1-(3-trifluoromethylphenyl)ethanol FC(C=1C=C(C=CC1)C(C)O)(F)F